IC=1C=C2C(C(NC2=CC1)=O)=O 5-iodoindoline-2,3-dione